5-(4-((8-fluoro-3-methyl-2-oxo-1,2,3,4-tetrahydroquinazolin-7-yl)methyl)piperazin-1-yl)-N-methylpicolinamide FC=1C(=CC=C2CN(C(NC12)=O)C)CN1CCN(CC1)C=1C=CC(=NC1)C(=O)NC